4-(cyclopropylamino)but-2-en-1-one C1(CC1)NCC=CC=O